C(C1=CC=CC=C1)OCCCCC1(CN(CC1)C(=O)OC(C)(C)C)O tert-butyl 3-(4-(benzyloxy) butyl)-3-hydroxypyrrolidine-1-carboxylate